C(C)(=O)N1CC2(CC(C2)CC2=C(C=C(C=C2)NC(OCC2=CN=CO2)=O)F)CC1 oxazol-5-ylmethyl (4-((6-acetyl-6-azaspiro[3.4]octan-2-yl)methyl)-3-fluorophenyl)carbamate